2,5-di-tertiary amyl-hydroquinone C(C)(C)(CC)C1=C(O)C=C(C(=C1)O)C(C)(C)CC